C(=O)C1C(O1)(C)C=1C=C(C=CC1)CCC(=O)OC methyl 3-(3-(3-formyl-2-methyloxiran-2-yl)phenyl)propanoate